BrC1=C(\C=N\[S@@](=O)C2=CC=C(C=C2)C)C=CC=C1 (S,E)-N-(2-bromobenzylidene)-4-methylbenzenesulfinamide